NC(C#N)C1=CN=CC2=CC=CC=C12 2-amino-2-(isoquinolin-4-yl)acetonitrile